N-[1-(8-cyanoquinoxalin-5-yl)-5-(trifluoromethyl)piperidin-3-yl]-3,3-dimethylbutanamide C(#N)C=1C=CC(=C2N=CC=NC12)N1CC(CC(C1)C(F)(F)F)NC(CC(C)(C)C)=O